(6R,12R)-6,12-dimethyl-8,13-dioxa-4,5,18,19-tetraazatetracyclo[12.5.2.12,5.017,20]docosa-1(19),2(22),3,14(21),15,17(20)-hexaene C[C@H]1N2N=CC(C3=NNC=4C=CC(O[C@@H](CCCOC1)C)=CC34)=C2